3-((2-((((9H-fluoren-9-yl)methoxy)carbonyl)amino)ethyl)(methyl)amino)propanoic acid C1=CC=CC=2C3=CC=CC=C3C(C12)COC(=O)NCCN(CCC(=O)O)C